1,4-dimethyl-6-(4-(1-methylpiperidin-4-yl)phenyl)-2-(4-(methylsulfonyl)phenyl)-1H-imidazo[4,5-c]pyridine CN1C(=NC=2C(=NC(=CC21)C2=CC=C(C=C2)C2CCN(CC2)C)C)C2=CC=C(C=C2)S(=O)(=O)C